C1(CC1)C[C@@H](C(=O)NC(C(C(=O)N)=O)C[C@H]1C(NCC1)=O)NC(CCC1=CC=CC=C1)=O 3-((S)-3-Cyclopropyl-2-(3-phenylpropanamido)propanamido)-2-oxo-4-((S)-2-oxopyrrolidin-3-yl)butanamid